FC=1C(=C2C(=NC(=NN2C1)N[C@@H]1[C@H](CN(CC1)C1COC1)F)OC)C=1C=CC2=C(N(C=N2)CCF)C1 6-fluoro-N-((3S,4S)-3-fluoro-1-(oxetan-3-yl)piperidin-4-yl)-5-(1-(2-fluoroethyl)-1H-benzo[d]imidazol-6-yl)-4-methoxypyrrolo[2,1-f][1,2,4]triazin-2-amine